ethyl 4-(5-amino-2-phenoxyphenyl)-6-methyl-7-oxo-6,7-dihydro-1H-pyrrolo[2,3-c]pyridine-2-carboxylate NC=1C=CC(=C(C1)C=1C2=C(C(N(C1)C)=O)NC(=C2)C(=O)OCC)OC2=CC=CC=C2